CC1(N(C=2C(=NC=C(N2)C2=C(C=C(C=C2)C2=NN=CN2)C)NC1=O)CCC1CCOCC1)C 3,3-dimethyl-6-(2-methyl-4-(4H-1,2,4-triazol-3-yl)phenyl)-4-(2-(tetrahydro-2H-pyran-4-yl)ethyl)-3,4-dihydropyrazino[2,3-b]pyrazin-2(1H)-one